BrC1=C2C(=NN(C2=CC=C1)CC(=O)OCC)N1CCN(CC1)C(=O)OCC1=CC=CC=C1 benzyl 4-[4-bromo-1-(2-ethoxy-2-oxoethyl)indazol-3-yl]piperazine-1-carboxylate